4-(8-((4-(Difluoromethoxy)phenyl)sulfonyl)-8-azaspiro[4.5]decan-2-yl)morpholine FC(OC1=CC=C(C=C1)S(=O)(=O)N1CCC2(CCC(C2)N2CCOCC2)CC1)F